BrC(=O)OC1CCCC1 cyclopentyl bromoformate